C(#N)C1=CC=C(C=C1)C=1NC2=NC=C(C(=C2C1)NCC(CNC(=O)C1CCC1)(C)C)C(F)(F)F (3-((2-(4-cyanophenyl)-5-(trifluoromethyl)-7-azaindol-4-yl)amino)-2,2-dimethylpropyl)cyclobutylcarboxamide